BrC1=CC=CC(=N1)[C@H]1[C@@H](C1)C(=O)OCC ethyl trans-2-(6-bromopyridin-2-yl)cyclopropane-1-carboxylate